(3-chloro-2-fluoro-6-methoxyphenyl)-6-(1-methyl-1H-pyrazol-3-yl)nicotinic acid ClC=1C(=C(C(=CC1)OC)C1=C(C(=O)O)C=CC(=N1)C1=NN(C=C1)C)F